C1(CCCCC1)CS(=O)(=O)NC1=NOC2=C1C(=CC(=C2)CN2N=CC1=C2CN(C1)C(C#C)=O)OC 1-cyclohexyl-N-(4-methoxy-6-((5-propioloyl-5,6-dihydropyrrolo[3,4-c]pyrazol-1(4H)-yl)methyl)benzo[d]isoxazol-3-yl)methanesulfonamide